B([O-])([O-])[O-].C(C(=O)OF)(=O)OF.[Li+].[Li+].[Li+] lithium difluoro oxalate borate salt